(6R)-17-amino-12-[(5-cyclopropyl-2-fluoro-phenyl)methyl]-6-hydroxy-6,15-bis(trifluoromethyl)-19-oxa-3,4,12,18-tetrazatricyclo[12.3.1.12,5]nonadeca-1(18),2,4,14,16-pentaen-13-one NC1=CC(=C2C(N(CCCCC[C@@](C3=NN=C(C1=N2)O3)(C(F)(F)F)O)CC3=C(C=CC(=C3)C3CC3)F)=O)C(F)(F)F